(R)-N-(2-chloro-3-(5-chloro-6-(3-methoxy-4-((((5-oxopyrrolidin-2-yl)methyl)amino)methyl)phenyl)pyrimidin-4-yl)phenyl)-1,3-dimethyl-2,4-dioxo-1,2,3,4-tetrahydropyrimidine-5-carboxamide ClC1=C(C=CC=C1C1=NC=NC(=C1Cl)C1=CC(=C(C=C1)CNC[C@@H]1NC(CC1)=O)OC)NC(=O)C=1C(N(C(N(C1)C)=O)C)=O